CS(=O)(=O)[O-].C(CCCCCC)[NH+]1CCC(CC1)C 1-Heptyl-4-Methylpiperidinium methansulfonat